COC1=CC2=CC3=C(C(OC3)=O)C(=C2C=C1OC)C=1C=NC(=NC1)NCC=1OC(=CC1)C 6,7-dimethoxy-9-(2-(((5-methylfuran-2-yl)methyl)amino)pyrimidin-5-yl)naphtho[2,3-c]furan-1(3H)-one